2-chloro-6-benzylthiopurine-d ClC1=NC(=C2NC(=NC2=N1)[2H])SCC1=CC=CC=C1